N1-(3-(3-chlorophenyl)imidazo[1,2-b]pyridazin-6-yl)cyclohexane-1,3-diamine ClC=1C=C(C=CC1)C1=CN=C2N1N=C(C=C2)NC2CC(CCC2)N